BrC1=CC=C(C=C1)[C@@H]1CO[C@H](CN1)CC (2s,5r)-5-(4-bromophenyl)-2-ethylmorpholine